ClC=1SC=CC1C1=C2C(=CN=C1)SC(=C2)C#N 4-(2-chlorothiophen-3-yl)thieno[2,3-c]pyridine-2-carbonitrile